BrNC1=C(C=CC=C1[N+](=O)[O-])I bromo-2-iodo-6-nitroaniline